NC=1C=C(C=CC1)S(=O)(=O)NC(=O)C=1C(=NC(=CC1)C1=CC(=CC(=C1)OCC(C)C)F)N1C(CC(C1)C)(C)C N-(3-Aminophenyl)sulfonyl-6-(3-fluoro-5-isobutoxyphenyl)-2-(2,2,4-trimethylpyrrolidin-1-yl)pyridin-3-carboxamid